CC1=C(C=CC=C1C(F)(F)F)C(=O)N1CC2CNCC2C1 methyl-[hexahydropyrrolo[3,4-c]pyrrol-2(1H)-yl][3-(trifluoromethyl)phenyl]methanone